C(CCCCCCCCC=C)[Mg]Br undec-10-enyl-magnesium bromide